[Mg].[P].[Si].[Ca] calcium silicon phosphorus magnesium